4-((4-chloro-2-(N-methylmethanesulfonamido)phenyl)amino)-6-((5-cyclopropylpyridin-2-yl)amino)-N-ethoxynicotinamide ClC1=CC(=C(C=C1)NC1=CC(=NC=C1C(=O)NOCC)NC1=NC=C(C=C1)C1CC1)N(S(=O)(=O)C)C